tert-butyl 2-(5-chloro-2-pyridinyl)-1-oxa-6-azaspiro[2.5]octane-6-carboxylate ClC=1C=CC(=NC1)C1OC12CCN(CC2)C(=O)OC(C)(C)C